BrC1=CN(C2=NC(=CN=C21)Cl)COCC[Si](C)(C)C 7-bromo-3-chloro-5-((2-(trimethylsilyl)ethoxy)methyl)-5H-pyrrolo[2,3-b]Pyrazine